NC1=NC=CC=C1C1=NC=2C(=NC(=CC2)C2=CC=CC=C2)N1C1=CC=C(C=C1)C1CN(C1)C(=O)C1=C(C=C(C(=O)O)C=C1)F 4-(3-(4-(2-(2-aminopyridin-3-yl)-5-phenyl-3H-imidazo[4,5-b]pyridin-3-yl)phenyl)azetidine-1-carbonyl)-3-fluorobenzoic acid